5-(7-fluoro-2-methyl-2H-indazol-5-yl)-2-{3-[3-(hydroxymethyl)piperazin-1-yl]-1,2,4-triazin-6-yl}phenol FC1=CC(=CC2=CN(N=C12)C)C=1C=CC(=C(C1)O)C1=CN=C(N=N1)N1CC(NCC1)CO